4-(4-chlorophenyl)-1-methyl-triazole ClC1=CC=C(C=C1)C=1N=NN(C1)C